S1C(=NC2=C1C=CC=C2)NC(C2=CC(C(C=C2)=CC2CCNCC2)Cl)=O N-(benzo[d]thiazol-2-yl)-3-chloro-4-(piperidin-4-ylmethylene)benzamide